C1(=CC=CC=C1)N1N=NC(=N1)C1=CC=CC=C1 3,5-diphenyltetrazole